CNCCOC=1C(N(C2=CC=CC=C2C1)C)=O 3-(2-(methylamino)ethoxy)-1-methylquinolin-2(1H)-one